5-ethyl-1-methyl-1H-pyrazole-3-carboxylic acid methyl ester COC(=O)C1=NN(C(=C1)CC)C